4-tert-butyl-1-(3-sulfopropyl)pyridine hydroxide [OH-].C(C)(C)(C)C1=CCN(C=C1)CCCS(=O)(=O)O